N1=C(C=CC=C1)CNCC1=CC=C(C=C1)CN1CC(C(C1)NC(C)=O)NC(C)=O 1-[[4-[[(2-pyridylmethyl)amino]methyl]phenyl]methyl]-3,4-diacetylaminopyrrolidine